cis-2-[4-[5-(8-Dimethylamino-2-oxo-8-phenyl-1,3-diazaspiro[4.5]decan-3-yl)-pyrimidin-2-yl]-piperazin-1-yl]-acetic acid CN(C1(CCC2(CN(C(N2)=O)C=2C=NC(=NC2)N2CCN(CC2)CC(=O)O)CC1)C1=CC=CC=C1)C